C[C@@H]1N([C@@H](COC1)C)CC=1C=CC(=C(C1)NC(=O)NC=1C=NC(=CC1)C)F N-{5-[((3S,5R)-3,5-dimethylmorpholin-4-yl)methyl]-2-fluorophenyl}[(6-methyl(3-pyridyl))amino]carboxamide